tert-butyl (2S)-2-(cyanomethyl)-4-[7-(8-methyl-1-naphthyl)pyrido[4,3-d]pyrimidin-4-yl]piperazine-1-carboxylate C(#N)C[C@@H]1N(CCN(C1)C=1C2=C(N=CN1)C=C(N=C2)C2=CC=CC1=CC=CC(=C21)C)C(=O)OC(C)(C)C